N-(3-(morpholinomethyl)-1,2,4-thiadiazol-5-yl)-5-(3-(trifluoromethyl)phenyl)furan-3-carboxamide O1CCN(CC1)CC1=NSC(=N1)NC(=O)C1=COC(=C1)C1=CC(=CC=C1)C(F)(F)F